[Ti].[Pb].[Mg].[Pb] lead magnesium lead titanium